O1C(CCCC1)OCCCCCCCCC1CCN(CC1)C1=CC=NC=C1 4-{4-[8-(oxan-2-yloxy)octyl]piperidin-1-yl}pyridine